4-bromo-2-((3-fluoro-4-(trifluoromethyl)phenyl)carbamoyl)phenyl piperazine-1-carboxylate N1(CCNCC1)C(=O)OC1=C(C=C(C=C1)Br)C(NC1=CC(=C(C=C1)C(F)(F)F)F)=O